C(N)(=O)C1C[C@]2(CN1C(=O)[O-])C(NCC=1N2C=CN1)=O (S)-5'-carbamoyl-6-oxo-7,8-dihydro-6H-spiro[imidazo[1,2-a]pyrazine-5,3'-pyrrolidine]-1'-carboxylate